S1C=CC2=C1NC(=C2)C=O 6H-thieno[2,3-b]pyrrole-5-carbaldehyde